2-(4-(2-(4-chloro-2-fluorophenyl)-2-methylbenzo[d][1,3]dioxol-4-yl)benzyl)-1-((1-ethyl-1H-imidazol-5-yl)methyl)-1H-benzo[d]imidazole-6-carboxylic acid ClC1=CC(=C(C=C1)C1(OC2=C(O1)C=CC=C2C2=CC=C(CC1=NC3=C(N1CC1=CN=CN1CC)C=C(C=C3)C(=O)O)C=C2)C)F